Ethyl-5-(N-(2-((2-chloro-N-(furan-2-ylmethyl)benzoylamino)methyl)-5-(pyrrolidin-1-yl)phenyl)-N-Ethylsulfamoyl)-3-methylbenzofuran-2-carboxylic acid ethyl ester C(C)OC(=O)C=1OC2=C(C1C)C(=C(C=C2)S(N(CC)C2=C(C=CC(=C2)N2CCCC2)CN(CC=2OC=CC2)C(C2=C(C=CC=C2)Cl)=O)(=O)=O)CC